CC1=CC=CC(=N1)CN(CC1=CC=C(C=C1)CNCC1=NC=CC=C1)C1CCCC=2C=CC=NC12 N-[(6-methylpyridin-2-yl)methyl]-N'-(2-pyridinylmethyl)-N-(5,6,7,8-tetrahydro-8-quinolinyl)-1,4-benzenedimethanamine